vinyl-(methyl)diethoxysilane (R)-methyl-(5-((2-amino-2,4-dimethylpentyl)oxy)-6-methyl-[2,4'-bipyridin]-2'-yl)carbamate CN(C(O)=O)C1=NC=CC(=C1)C1=NC(=C(C=C1)OC[C@](CC(C)C)(C)N)C.C(=C)[Si](OCC)(OCC)C